[4,5-dichloro-2-(trifluoromethyl)phenyl]hydrazine ClC1=CC(=C(C=C1Cl)NN)C(F)(F)F